4-(2-(3-(2,6-dichlorobenzyl)-4-methyl-2-oxo-2H-chromen-7-yloxy)ethoxy)-3-(benzenesulfonyl)-1,2,5-oxadiazole-2-oxide ClC1=C(CC=2C(OC3=CC(=CC=C3C2C)OCCOC=2C(=[N+](ON2)[O-])S(=O)(=O)C2=CC=CC=C2)=O)C(=CC=C1)Cl